FC1(CCC(CC1)N1C(C(CC1)NC(C1=C(C=C(C=C1)NS(=O)(=O)C(C)(C)C)N1CCC2(CC2)CC1)=O)=O)F N-(1-(4,4-difluorocyclohexyl)-2-oxopyrrolidin-3-yl)-4-((1,1-dimethylethyl)sulfonamido)-2-(6-azaspiro[2.5]octan-6-yl)benzamide